C(C)(C)(C)OC(N[C@H](COC)C=1SC=C(C1)C(NO)=N)=O (R)-(1-(4-(N-hydroxycarbamimidoyl)thiophen-2-yl)-2-methoxyethyl)carbamic acid tert-butyl ester